tert-Butyl 5-bromo-6-(oxazol-5-ylmethoxy)-3,4-dihydro-1H-isoquinoline-2-carboxylate BrC1=C2CCN(CC2=CC=C1OCC1=CN=CO1)C(=O)OC(C)(C)C